methyl 2-((5-(6-((4-cyano-2-fluorobenzyl) oxy) pyridin-2-yl)-2-azabicyclo[4.1.0]hept-2-yl) methyl)-1-((R)-2-methoxypropyl)-1H-benzo[d]imidazole-6-carboxylate C(#N)C1=CC(=C(COC2=CC=CC(=N2)C2CCN(C3CC23)CC2=NC3=C(N2C[C@@H](C)OC)C=C(C=C3)C(=O)OC)C=C1)F